C(#N)C1(C(C1)C1=CC=CC=C1)C#N 1,1-dicyano-2-phenylcyclopropane